OB1N(N=CC2=C1C=CC=C2)C=2C=CC(=NC2)C#N 5-(1-hydroxy-1,2-dihydro-2,3,1-benzodiazaborinin-2-yl)-2-pyridinecarbonitrile